1-(6,7-dichloro-9-methoxy-1,3,4,5-tetrahydro-2H-pyrrolo[3,2-c:4,5-c']dipyridin-2-yl)-2-hydroxyethan-1-one ClC1=C2C(=C(N=C1Cl)OC)C=1CN(CCC1N2)C(CO)=O